methyl 1-(6-chloropyridin-3-yl)-4-[(5-methoxypyridin-3-yl)amino]methyl-1H-pyrazole-3-carboxylate ClC1=CC=C(C=N1)N1N=C(C(=C1)CNC=1C=NC=C(C1)OC)C(=O)OC